2-(3,5-bis(3-cyclopropylpropyl)phenyl)ethan C1(CC1)CCCC=1C=C(C=C(C1)CCCC1CC1)CC